FC(C1=NNC=C1C1=NC2=CC=C3C(=C2C2=C1CCCCC2)C=NN3)(F)F 7-(3-(trifluoromethyl)-1H-pyrazol-4-yl)-3,8,9,10,11,12-hexahydrocyclohepta[c]pyrazolo[4,3-f]quinoline